methyl 5-amino-4-bromo-3-cyano-1-(2,2,2-trifluoroethyl)indole-6-carboxylate NC=1C(=C2C(=CN(C2=CC1C(=O)OC)CC(F)(F)F)C#N)Br